p-coumaric acid (E)-4-coumarate C(\C=C\C1=CC=C(C=C1)O)(=O)O.C(\C=C\C1=CC=C(C=C1)O)(=O)O